tert-butyl (S)-(2-((4-bromopyridin-2-yl)amino)-1-(4,4-difluorocyclohexyl)-2-oxoethyl)carbamate BrC1=CC(=NC=C1)NC([C@H](C1CCC(CC1)(F)F)NC(OC(C)(C)C)=O)=O